BrC1=NC=CC(=N1)OC 2-bromo-4-methoxypyrimidine